(R)-3-((1-(3-(4-(4-carbamoylphenyl)piperazin-1-yl)-2-cyano-7-methylquinoxalin-5-yl)ethyl)amino)-6-chloropicolinic acid C(N)(=O)C1=CC=C(C=C1)N1CCN(CC1)C=1C(=NC2=CC(=CC(=C2N1)[C@@H](C)NC=1C(=NC(=CC1)Cl)C(=O)O)C)C#N